1-chloro-6-(1-cyclopentylethyl)isoquinoline ClC1=NC=CC2=CC(=CC=C12)C(C)C1CCCC1